C(C)(C)(C)OC(=O)N1[C@H](C[C@@H](C1)N1C(N(C2=NC(=NC=C2C1)NC1=CC=C(C=C1)N1CCN(CC1)C)C)=O)C(=O)O (2R,4S)-1-tert-butoxycarbonyl-4-[1-methyl-7-[4-(4-methylpiperazin-1-yl)anilino]-2-oxo-4H-pyrimido[4,5-d]pyrimidin-3-yl]pyrrolidine-2-carboxylic acid